OCC1CCC(CC1)NC=1C=CNC1 4-(((1s,4s)-4-(hydroxymethyl)cyclohexyl)amino)-1H-pyrrole